FC1=C(C=CC(=C1)O)C1=CC(=C2C=NN(C2=C1)C1OCCCC1)O[C@@H]1C[C@H](C1)NC([O-])=O trans-N-[3-[(6-(2-fluoro-4-hydroxyphenyl)-1-(tetrahydro-2H-pyran-2-yl)-1H-indazole-4-yl)oxy]cyclobutyl]carbamate